N-Boc-1,7-heptylenediamine C(=O)(OC(C)(C)C)NCCCCCCCN